ClC1=NN=C(C2=CC=CC(=C12)F)C1=CC=C(C=C1)C(F)(F)F 4-chloro-5-fluoro-1-(4-(trifluoromethyl)phenyl)phthalazine